ClC1=CC(N(C=C1)C(C)C=1N=NN(C1)C=1C=NC=C(C1)F)=O 4-chloro-1-(1-(1-(5-fluoropyridin-3-yl)-1H-1,2,3-triazol-4-yl)ethyl)pyridin-2(1H)-one